2-[[4-(1,8-diazaspiro[5.5]undecan-8-yl)-3-(2-methylpyrimidin-5-yl)pyrrolo[2,3-b]pyridin-1-yl]methoxy]ethyl-trimethyl-silane N1CCCCC12CN(CCC2)C2=C1C(=NC=C2)N(C=C1C=1C=NC(=NC1)C)COCC[Si](C)(C)C